3,5-Di-tert-butyl-4-hydroxybenzoic acid n-hexadecyl ester C(CCCCCCCCCCCCCCC)OC(C1=CC(=C(C(=C1)C(C)(C)C)O)C(C)(C)C)=O